1-(3-(((4,4-bis(octyloxy)butanoyl)oxy)methyl)-5-(((4-(((2-(pyrrolidin-1-yl)ethyl)carbamoyl)oxy)decanoyl)oxy)methyl)benzyl) 9-(undecan-2-yl) nonanedioate C(CCCCCCCC(=O)OC(C)CCCCCCCCC)(=O)OCC1=CC(=CC(=C1)COC(CCC(CCCCCC)OC(NCCN1CCCC1)=O)=O)COC(CCC(OCCCCCCCC)OCCCCCCCC)=O